COC=1C=C(C=O)C(=CN1)OCC=1C=C2C=NN(C2=CC1)C 2-methoxy-5-((1-methyl-1H-indazol-5-yl)methoxy)isonicotinaldehyde